ethyl 5-(benzyloxy)-6-chloro-2-methylbenzofuran-3-carboxylate C(C1=CC=CC=C1)OC=1C(=CC2=C(C(=C(O2)C)C(=O)OCC)C1)Cl